methyl-N-(quinolin-8-yl)quinoline-8-sulfonamide CC1=NC2=C(C=CC=C2C=C1)S(=O)(=O)NC=1C=CC=C2C=CC=NC12